OC(C1=CC=C(C(=O)N)C=C1)C1=CC=NC=C1 4-(hydroxy(pyridin-4-yl)methyl)benzamide